NS(=O)(=O)C1=C(N=C(S1)N(C(CC1=CC=C(C=C1)C1=NC=CC=C1)=O)C)C N-[5-(aminosulfonyl)-4-methyl-1,3-thiazol-2-yl]-N-methyl-2-[4-(2-pyridinyl)phenyl]acetamide